acetic acid (6S,9S)-6-benzyl-1-(3-chlorophenyl)-2-cyclohexyl-1,1-difluoro-4,7,11-trioxo-9-(((S)-2-oxopyrrolidin-3-yl) methyl)-3-oxa-5,8,12-triazatetradec-10-yl ester C(C1=CC=CC=C1)[C@H](NC(OC(C(F)(F)C1=CC(=CC=C1)Cl)C1CCCCC1)=O)C(N[C@H](C(C(NCC)=O)OC(C)=O)C[C@H]1C(NCC1)=O)=O